(2R)-2-[4-[(6-chloro-1,3-benzoxazol-2-yl)oxy]phenoxy]-N-(2-fluorophenyl)-N-methylpropanamide ClC1=CC2=C(N=C(O2)OC2=CC=C(O[C@@H](C(=O)N(C)C3=C(C=CC=C3)F)C)C=C2)C=C1